3,4-Bis(benzyloxy)-5-methoxy-2-methylbenzoic acid methyl ester COC(C1=C(C(=C(C(=C1)OC)OCC1=CC=CC=C1)OCC1=CC=CC=C1)C)=O